C(\C=C\C(=O)O)(=O)O.BrC=1C=C2C=C(C(=NC2=CC1)OC)[C@H]([C@](CCN(C)C)(O)C1=CC=CC2=CC=CC=C12)C1=CC=CC=C1 (1R,2S)-1-(6-bromo-2-methoxy-3-quinolinyl)-4-(dimethylamino)-2-(1-naphthalenyl)-1-phenyl-2-butanol compound with fumaric acid